OCCOCCNC(C=C)=O N-[(E-hydroxyethoxy)ethyl]-acrylamide